NCC[C@H](C(=O)[O-])C 4-amino-2R-methylbutyrate